[I-].[Mn+2].[I-] Manganese(II) iodide